1-(trans-5-(2-(pyridin-3-yl)phenoxy)octa-hydrocyclopenta[c]pyrrole-2-carbonyl)-1H-pyrazole-3-carboxylic acid N1=CC(=CC=C1)C1=C(OC2CC3C(CN(C3)C(=O)N3N=C(C=C3)C(=O)O)C2)C=CC=C1